(E)-N-(5-(3-(1-((5-cyclopropyl-1H-pyrazol-3-yl)amino)-3-methyl-1-oxobutan-2-yl)phenyl)pyridin-2-yl)-4-(pyrrolidin-1-yl)but-2-enamide C1(CC1)C1=CC(=NN1)NC(C(C(C)C)C=1C=C(C=CC1)C=1C=CC(=NC1)NC(\C=C\CN1CCCC1)=O)=O